FC(C=1C=C(C#N)C=C(C1)OC1=C(N=CN(C1=O)CC=1C(NC(=CC1C)C)=O)C(C(F)F)(F)F)F 3-(difluoromethyl)-5-((1-((4,6-dimethyl-2-oxo-1,2-dihydropyridin-3-yl)methyl)-6-oxo-4-(1,1,2,2-tetrafluoroethyl)-1,6-dihydropyrimidin-5-yl)oxy)benzonitrile